5,6,7,8-tetrahydro-4H-cyclohepta[b]thiophene-3-carboxylic acid (4-fluoro-phenyl)-amide FC1=CC=C(C=C1)NC(=O)C=1C2=C(SC1)CCCCC2